OCCCC1=CC=C(C)C=C1 p-hydroxypropyl-toluene